FC(C=1C=C(CN2C=CC3=CC=C(C=C23)NC(C=C)=O)C=CC1)(F)F N-(1-(3-(trifluoromethyl)benzyl)-1H-indol-6-yl)-acrylamide